(S)-1-((R)-8-(3,4-dihydro-2H-pyrano[2,3-b]pyridin-6-ylsulfonyl)-1-oxa-8-azaspiro[4.5]decan-3-ylamino)-3-(3-(1-(hydroxymethyl)cyclopropylsulfonyl)phenoxy)propan-2-ol O1CCCC=2C1=NC=C(C2)S(=O)(=O)N2CCC1(C[C@H](CO1)NC[C@@H](COC1=CC(=CC=C1)S(=O)(=O)C1(CC1)CO)O)CC2